NC(C(=O)O)CCCCCC(C)=O 2-amino-8-oxononanoic acid